S(=O)(=O)(C)OCC=1C=C(C=CC1)CCNC(OC(C)(C)C)=O tertbutyl (2-{m-[(mesyloxy)methyl]phenyl}ethyl)carbamate